di-n-propoxyhafnium C(CC)O[Hf]OCCC